NC(COC1=NC(=NC(=C1)C1=C(C=CC=C1C)C)NS(=O)(=O)C=1C=C(C(=O)O)C=CC1)C(C1CCC1)C1CCC1 3-[[4-[2-Amino-3,3-di(cyclobutyl)propoxy]-6-(2,6-dimethylphenyl)pyrimidin-2-yl]sulfamoyl]benzoic acid